(R)-4-isopropyl-2-(3-(1-(4-methyl-4H-1,2,4-triazol-3-yl)propan-2-yl)phenyl)-2,3-dihydro-1H-pyrrolo[3,4-c]pyridin-1-one C(C)(C)C1=NC=CC2=C1CN(C2=O)C2=CC(=CC=C2)[C@@H](CC2=NN=CN2C)C